6-((di(pyridin-2-ylmethyl)amino)methyl)nicotinic acid N1=C(C=CC=C1)CN(CC1=NC=CC=C1)CC1=NC=C(C(=O)O)C=C1